(2S)-3-{1-[(tert-butoxy)carbonyl]-7-(pyridazin-3-yl)-1H-indol-3-yl}-2-({[(9H-fluoren-9-yl)methoxy]carbonyl}amino)propanoic acid C(C)(C)(C)OC(=O)N1C=C(C2=CC=CC(=C12)C=1N=NC=CC1)C[C@@H](C(=O)O)NC(=O)OCC1C2=CC=CC=C2C=2C=CC=CC12